1-isopropyl-2-oxo-1,2-dihydroquinoline-3-carboxylic acid {(1s,3R,5R)-8-[(R)-2-hydroxy-3-(methylsulfonyl-methyl-amino)propyl]-8-azabicyclo[3.2.1]oct-3-yl} amide O[C@H](CN1[C@@H]2CC(C[C@H]1CC2)NC(=O)C=2C(N(C1=CC=CC=C1C2)C(C)C)=O)CN(C)S(=O)(=O)C